(E)-1-(3,5-di-tert-butyl-4-hydroxyphenyl)-17-(oxiran-2-yl)heptadec-10-en-1-one C(C)(C)(C)C=1C=C(C=C(C1O)C(C)(C)C)C(CCCCCCCC\C=C\CCCCCCC1OC1)=O